9-(7-(2-amino-7-fluorobenzo[d]thiazol-4-yl)-6-chloro-8-fluoro-2-(((2R,7aS)-2-fluorotetrahydro-1H-pyrrolizin-7a(5H)-yl)methoxy)-quinazolin-4-yl)-3,9-diaza-bicyclo[3.3.1]nonan-7-one NC=1SC2=C(N1)C(=CC=C2F)C2=C(C=C1C(=NC(=NC1=C2F)OC[C@]21CCCN1C[C@@H](C2)F)N2C1CNCC2CC(C1)=O)Cl